NN1C(=NN=C1CCC=1C=NC=CC1)SCC(=O)NC=1SC2=C(N1)C=CC(=C2)Br 2-((4-Amino-5-(2-(pyridine-3-yl)ethyl)-4H-1,2,4-triazole-3-yl)thio)-N-(6-bromobenzothiazole-2-yl)acetamide